N-(7-(dimethoxymethyl)-1,2,3,4-tetrahydro-2,4-methylene-1,8-naphthyridin-4-yl)-2-(dimethylamino)acetamide COC(C1=CC=C2C3(CC(NC2=N1)C3)NC(CN(C)C)=O)OC